C(C1=CC=CC=C1)C1CN(C1)C(=O)C1=C(C2=C(CCC3=CN(N=C23)CC2=CC=C(C=C2)Cl)O1)C (3-benzylazetidin-1-yl)[2-(4-chlorobenzyl)-8-methyl-4,5-dihydro-2H-furo[2,3-g]indazol-7-yl]methanone